tert-butyl (S)-4-(7-(4-cyanopyridin-2-yl)-5-(pyridin-2-yl)-7H-pyrrolo[2,3-d]pyrimidin-4-yl)-3-methylpiperazine-1-carboxylate C(#N)C1=CC(=NC=C1)N1C=C(C2=C1N=CN=C2N2[C@H](CN(CC2)C(=O)OC(C)(C)C)C)C2=NC=CC=C2